FC1CN(CCC1NC1=C2C=CN(C2=CC(=C1)C(=NO)N)CC(F)(F)F)C 4-[(3-fluoro-1-methyl-4-piperidyl)amino]-N'-hydroxy-1-(2,2,2-trifluoroethyl)indole-6-carboxamidine